CC1=C(C=CC=C1NC=1N=CC=C2C(=CC=NC12)C=O)C1=CC=CC=C1 8-[(2-Methylbiphenyl-3-yl)amino]-1,7-naphthyridine-4-carbaldehyde